tert-butyl 4-((cyclopropylamino) methyl)-4-hydroxypiperidine-1-carboxylate C1(CC1)NCC1(CCN(CC1)C(=O)OC(C)(C)C)O